2'-(5-Fluoro-2-((5-(1-methyl-piperidin-4-yl)pyridin-2-yl)amino)pyrimidin-4-yl)-5'-methyl-5',6'-dihydro-4'H-spiro[cyclopropane-1,7'-thieno[3,2-c]pyridin]-4'-one FC=1C(=NC(=NC1)NC1=NC=C(C=C1)C1CCN(CC1)C)C1=CC=2C(N(CC3(C2S1)CC3)C)=O